ClC1=CC=C(C=C1)SC1=C(C=C(S1)C(C)=O)[N+](=O)[O-] 1-{5-[(4-chlorophenyl)sulfanyl]-4-nitrothiophen-2-yl}ethan-1-one